2-(4-(2,5-dioxo-2,5-dihydro-1H-pyrrol-1-yl)phenyl)-1,3-dioxane-5-carboxylic acid O=C1N(C(C=C1)=O)C1=CC=C(C=C1)C1OCC(CO1)C(=O)O